C1(CC1)C=1C=C(C=2N(C1)C=C(N2)CNC2=NC(=NC=N2)NC(=O)C2C(C2)C2=NC=CC(=N2)C)N2C(N(C(C2)=O)C)=O N-(4-(((6-cyclopropyl-8-(3-methyl-2,4-dioxoimidazolidin-1-yl)imidazo[1,2-a]pyridin-2-yl)methyl)amino)-1,3,5-triazin-2-yl)-2-(4-methylpyrimidin-2-yl)cyclopropane-1-carboxamide